2-(2-fluoropyridin-4-yl)-2-hydroxyacetamide FC1=NC=CC(=C1)C(C(=O)N)O